PHENYL SULFATE S(=O)(=O)(OC1=CC=CC=C1)[O-]